5-chloro-2-(piperidin-4-yl)pyrimidine ClC=1C=NC(=NC1)C1CCNCC1